3-Oxopiperidine-4-carboxylic acid ethyl ester hydrochloride Cl.C(C)OC(=O)C1C(CNCC1)=O